OC1=C(C=CC(=C1O)O)CC(CCCC)=O 2,3,4-trihydroxyphenyl-hexanone